C(C)(C)(C)OC(=O)NCC=1OC2=C(C1Cl)C=C(C(=C2C(=O)OC)O)Cl Methyl 2-(((tert-butoxycarbonyl)amino)methyl)-3,5-dichloro-6-hydroxybenzofuran-7-carboxylate